C1(=CC=CC=C1)CC(=O)NC(C(=O)N)CCCCCCCC [(phenylacetyl)amino]decanamide